2-chloro-5-(5-((isopropyl-(methyl)amino)methyl)-1H-tetrazol-1-yl)benzonitrile ClC1=C(C#N)C=C(C=C1)N1N=NN=C1CN(C)C(C)C